N=1C=C(N2C1C=CC=C2)[C@H]2CN(CCC2)C2=CC(=NC(=N2)NC)NC (R)-6-(3-(imidazo[1,2-a]pyridin-3-yl)piperidin-1-yl)-N2,N4-dimethylpyrimidine-2,4-diamine